bis(4-(tert-butyl)phenyl)iodonium (E)-3-(4-iodophenyl)acrylate IC1=CC=C(C=C1)/C=C/C(=O)[O-].C(C)(C)(C)C1=CC=C(C=C1)[I+]C1=CC=C(C=C1)C(C)(C)C